4-oxo-thiochroman-7-yl 2,2-dimethyl-propionate CC(C(=O)OC1=CC=C2C(CCSC2=C1)=O)(C)C